5-(5-(1-((tert-butoxycarbonyl)amino)cyclopropyl)quinolin-7-yl)-1-(tetrahydro-2H-pyran-2-yl)-1H-pyrazole-3-carboxylic acid C(C)(C)(C)OC(=O)NC1(CC1)C1=C2C=CC=NC2=CC(=C1)C1=CC(=NN1C1OCCCC1)C(=O)O